C(CCC)C(=S)C(C(=O)O)C 2-(butanylthiocarbonyl)propionic acid